1-(6-methoxy-3-methyl-5-nitropyridin-2-yl)-N,N-dimethylpiperidin-4-amine COC1=C(C=C(C(=N1)N1CCC(CC1)N(C)C)C)[N+](=O)[O-]